FC1=CC=C(C=C1)C1=C(C(=C(C1C)C)C)C 1-fluoro-4-(2,3,4,5-tetramethylcyclopenta-1,3-dien-1-yl)benzene